1-(difluoromethyl)pyrazole-3-boronic acid pinacol ester FC(N1N=C(C=C1)B1OC(C)(C)C(C)(C)O1)F